COC1=CC=C(CN2C(=NC3=C(C=CC=C3C2=O)NCCCCCC(=O)O)C)C=C1 6-((3-(4-methoxybenzyl)-2-methyl-4-oxo-3,4-dihydro-quinazolin-8-yl)amino)hexanoic acid